N-[3-triethoxysilylpropyl]octadecanoamide C(C)O[Si](CCCNC(CCCCCCCCCCCCCCCCC)=O)(OCC)OCC